N-[(8-hydroxy-5-nitroquinolin-7-yl)(4-methoxyphenyl)methyl]pentanamide tert-butyl-((2r,5r)-2-(2-aminoethyl)-5-(hydroxymethyl)-1,3-dioxan-5-yl)carbamate C(C)(C)(C)N(C(O)=O)C1(COC(OC1)CCN)CO.OC=1C(=CC(=C2C=CC=NC12)[N+](=O)[O-])C(NC(CCCC)=O)C1=CC=C(C=C1)OC